5-((2R)-1,2-dimethylpiperidin-4-yl)-7-(4-isobutoxybenzyl)-5,7-diazaspiro[2.5]octan-6-one CN1[C@@H](CC(CC1)N1CC2(CC2)CN(C1=O)CC1=CC=C(C=C1)OCC(C)C)C